tert-butyl (2R,4R)-4-((tert-butyldiphenylsilyl)oxy)-2-((4-chloro-3-ethoxy-2-(methoxycarbonyl)-5-methylphenoxy) Methyl)pyrrolidine-1-carboxylate [Si](C1=CC=CC=C1)(C1=CC=CC=C1)(C(C)(C)C)O[C@@H]1C[C@@H](N(C1)C(=O)OC(C)(C)C)COC1=C(C(=C(C(=C1)C)Cl)OCC)C(=O)OC